C(C)C1=C(C=NC(=C1)C(F)(F)F)N 4-ethyl-6-(trifluoromethyl)pyridin-3-amine